NCCCN(CCCNC1=CC(=NC(=C1)C1=CC=C(C=C1)OC)C=1C=NC(=CC1)OCCCN(C)C)C N-{3-[(3-aminopropyl)(methyl)amino]propyl}-6'-[3-(dimethylamino)propoxy]-6-(4-methoxyphenyl)-[2,3'-bipyridin]-4-amine